(1-oxo-5-(((trans)-2-(3-(pyridin-2-yl)azetidin-1-yl)-cyclopentyl)oxy)isoindolin-2-yl)piperidine-2,6-dione O=C1N(CC2=CC(=CC=C12)O[C@H]1[C@@H](CCC1)N1CC(C1)C1=NC=CC=C1)N1C(CCCC1=O)=O